FC1=C(N)C=C(C(=C1)C)C=1C=C(C=2N(C1)C=CN2)C2=CCOC=C2 2-fluoro-4-methyl-5-[8-(pyran-4-yl)imidazo[1,2-a]pyridin-6-yl]aniline